C(C)(C)(C)[S@@](=O)N[C@@H]1C2=C(C=CC=C2CC12CCN(CC2)C(=O)OC(C)(C)C)F tert-butyl (S)-1-(((R)-tert-butylsulfinyl)amino)-7-fluoro-1,3-dihydrospiro[indene-2,4'-piperidine]-1'-carboxylate